CN(C1=CC=C(C=C1)NC(=O)N1CC(CCC1)N1N=C(C2=CC=CC=C12)C1=C(C=CC=C1)OC(F)(F)F)C N-(4-(dimethylamino)phenyl)-3-(3-(2-(trifluoromethoxy)phenyl)-1H-indazol-1-yl)piperidine-1-carboxamide